C1(CCCCC1)N1N=NN=C1CN(C=1OC(=NN1)C1=CC(=C(C=C1)F)OC)C N-((1-Cyclohexyl-1H-tetrazol-5-yl)methyl)-5-(4-fluoro-3-methoxyphenyl)-N-methyl-1,3,4-oxadiazol-2-amine